2-(((1S,6R)-6-(6-((2,4-dichlorobenzyl)oxy)pyridin-2-yl)-3-azabicyclo[4.1.0]heptan-3-yl)methyl)-1-(((S)-oxetan-2-yl)methyl)-1H-benzo[d]imidazole-6-carboxylic acid ClC1=C(COC2=CC=CC(=N2)[C@@]23CCN(C[C@H]3C2)CC2=NC3=C(N2C[C@H]2OCC2)C=C(C=C3)C(=O)O)C=CC(=C1)Cl